4-(4-(3-(6,7-dihydropyrazolo[1,5-a]pyrimidin-4(5H)-yl)-7,8-dihydro-1,6-naphthyridin-6(5H)-yl)pyrido[2,3-d]pyrimidin-2-yl)morpholine N1=CC=C2N1CCCN2C=2C=NC=1CCN(CC1C2)C=2C1=C(N=C(N2)N2CCOCC2)N=CC=C1